CN1[SiH](N([SiH](N([SiH](N([SiH]1C)C)C)C)C)C)C 1,2,3,4,5,6,7,8-octamethylcyclotetrasilazane